5-(3-methyl-4-(trifluoromethoxy)phenyl)thiophene CC=1C=C(C=CC1OC(F)(F)F)C1=CC=CS1